N=1C(CCC1)C1=NC(=CC(=C1)C1N=CCC1)C1N=CCC1 2,4,6-tris(3,4-dihydro-2H-pyrrol-2-yl)pyridine